tert-butyl (2-chloro-4-(hydroxymethyl) thiophen-3-yl)carbamate ClC=1SC=C(C1NC(OC(C)(C)C)=O)CO